(benzo[d]thiazole-2-yl)-6-(2-(benzo[d]thiazole-2-yl)-4-methoxyphenoxy)-3-(4-bromo-1H-pyrazol-1-yl)-4-methoxyphenol S1C(=NC2=C1C=CC=C2)C2=C(C(=CC(=C2N2N=CC(=C2)Br)OC)OC2=C(C=C(C=C2)OC)C=2SC1=C(N2)C=CC=C1)O